1-(4-(benzyloxy)benzoyl)-9-ethyl-beta-carboline C(C1=CC=CC=C1)OC1=CC=C(C(=O)C2=NC=CC=3C4=CC=CC=C4N(C23)CC)C=C1